C(C)NC=1C(=CC(=C(C1)F)F)N N1-ethyl-4,5-difluorobenzene-1,2-diamine